NC1=NC=C(C=C1O[C@H](C)C=1C=C(C=CC1)NC(C1=NC=C(C=C1)C(F)(F)F)=O)Cl (R)-N-(3-(1-((2-Amino-5-chloropyridin-3-yl)oxy)ethyl)phenyl)-5-(trifluoromethyl)picolinamid